(2R,6S)-N-[2-(1-benzylpiperidin-4-yl)ethyl]-2,6-dimethyl-4-[5-(trifluoromethyl)pyrimidin-2-yl]piperazine-1-carboxamide C(C1=CC=CC=C1)N1CCC(CC1)CCNC(=O)N1[C@@H](CN(C[C@@H]1C)C1=NC=C(C=N1)C(F)(F)F)C